Ethyl 6-(benzyloxy)-1-benzofuran-2-carboxylate C(C1=CC=CC=C1)OC1=CC2=C(C=C(O2)C(=O)OCC)C=C1